[K].CC1(OCCC1)C 2,2-dimethyl-tetrahydrofuran potassium